N-[4-[(3-aminocyclobutyl)carbamoyl]-3-chlorophenyl]-1-methyl-5-[1-prop-2-enyl-3-(trifluoromethyl)pyrazol-4-yl]imidazole-2-carboxamide NC1CC(C1)NC(=O)C1=C(C=C(C=C1)NC(=O)C=1N(C(=CN1)C=1C(=NN(C1)CC=C)C(F)(F)F)C)Cl